5-bromo-N-(1-cyanocyclopropyl)-6-((3,4-dimethoxybenzyl)amino)pyridin-3-sulfonamide BrC=1C=C(C=NC1NCC1=CC(=C(C=C1)OC)OC)S(=O)(=O)NC1(CC1)C#N